cyclopropyl((CIS)-2-((((CIS)-4-phenylcyclohexyl)oxy)methyl)-3-(1H-pyrazol-3-yl)piperidin-1-yl)methanone C1(CC1)C(=O)N1[C@H]([C@H](CCC1)C1=NNC=C1)CO[C@@H]1CC[C@@H](CC1)C1=CC=CC=C1